p-aminobenzenesulfonic acid, anthranylamide C1(=CC=CC2=CC3=CC=CC=C3C=C12)NS(=O)(=O)C1=CC=C(C=C1)N